(1s,2s)-N-(6-(4-chloro-2-methylphenyl)imidazo[1,2-a]pyridin-2-yl)-2-fluorocyclopropane-1-carboxamide ClC1=CC(=C(C=C1)C=1C=CC=2N(C1)C=C(N2)NC(=O)[C@H]2[C@H](C2)F)C